(-)-(6aR,10aR)-6,6,9-trimethyl-3-pentyl-6a,7,8,10a-tetrahydro-6H-benzo[c]-chromen-1-ol CC1(OC=2C=C(C=C(C2[C@H]2[C@H]1CCC(=C2)C)O)CCCCC)C